tert-butyl (1R,3R,5S)-3-[methyl([6-[4-(pyrazol-1-yl)-1H-indol-7-yl]pyridazin-3-yl])amino]-8-azabicyclo[3.2.1]octane-8-carboxylate CN(C1C[C@H]2CC[C@@H](C1)N2C(=O)OC(C)(C)C)C=2N=NC(=CC2)C=2C=CC(=C1C=CNC21)N2N=CC=C2